5-(2-Amino-2-oxoethyl)-2-methyl-N-(1-(naphthalen-1-yl)cyclopropyl)benzamide NC(CC=1C=CC(=C(C(=O)NC2(CC2)C2=CC=CC3=CC=CC=C23)C1)C)=O